diallylsuberate C(C=C)OC(CCCCCCC(=O)OCC=C)=O